(2S,4S)-4-fluoro-1-[2-[(3R)-3-[(6-methoxy-4-quinolyl)amino]pyrrolidin-1-yl]acetyl]pyrrolidine-2-carbonitrile F[C@H]1C[C@H](N(C1)C(CN1C[C@@H](CC1)NC1=CC=NC2=CC=C(C=C12)OC)=O)C#N